ClC=1C=C(C=CC1F)C1=NN=C(S1)CSC1=CC(=C(OC(C(=O)O)(C)C)C=C1)C 2-(4-(((5-(3-chloro-4-fluorophenyl)-1,3,4-thiadiazol-2-yl)methyl)thio)-2-methylphenoxy)-2-methylpropanoic acid